BrC1=C(N=C2N(C1=O)C=CS2)N[C@H]2CN(C[C@H](C2)C2=CC=C(C=C2)OCC=2C=NC(=CC2)CO)C 6-bromo-7-[[(3R,5R)-5-[4-[[6-(hydroxymethyl)-3-pyridyl]methoxy]phenyl]-1-methyl-3-piperidyl]amino]thiazolo[3,2-a]pyrimidin-5-one